C(C1=CC=CC=C1)OC1=CC=C(C=C1)NC=1C=C(C(=O)NCCC2CCCC2)C=CC1 3-((4-(Benzyloxy)phenyl)amino)-N-(2-cyclopentylethyl)benzamide